CC1=NN=C2N1C1=CC(=CC=C1C(=N2)NC2=CC=CC=C2)C=C(C)C methyl-8-(2-methylpropan-1-en-1-yl)-N-phenyl-[1,2,4]triazolo[4,3-a]quinazolin-5-amine